COC=1C=C2C(=CC=NC2=CC1OC)NC1=CC(=CC(=C1)C1=CC=NN1)OC 6,7-Dimethoxy-N-(3-Methoxy-5-(1H-pyrazol-5-yl)phenyl)quinolin-4-amine